(R)-N-(1-(3-chloro-4-fluorophenyl)-2-(dimethylamino)ethyl)-4-(trifluoromethoxy)benzenesulfonamide ClC=1C=C(C=CC1F)[C@H](CN(C)C)NS(=O)(=O)C1=CC=C(C=C1)OC(F)(F)F